N1=CC(=CC=C1)CCCCCCCC1=C2C(NC(C2=CC=C1)=O)=O [7-(pyridin-3-yl)heptyl]isoindole-1,3-dione